(S)-1-(3-(4-(2-(2-Chlorophenyl)-3-(hydroxymethyl)imidazo[2,1-f][1,6]naphthyridin-9-yl)-1H-pyrazol-1-yl)pyrrolidin-1-yl)ethan-1-one ClC1=C(C=CC=C1)C=1N=C2C=3C=C(C=NC3C=CN2C1CO)C=1C=NN(C1)[C@@H]1CN(CC1)C(C)=O